6-ethynyl-2-methyl-1H-indole C(#C)C1=CC=C2C=C(NC2=C1)C